CC(CCN1C[C@@H](CCC1)N1C(NC2=C1C=C(C(=C2)C=2C=C(C=1N(C2)N=CN1)OC)CC)=O)(C)C (R)-1-(1-(3,3-Dimethylbutyl)piperidin-3-yl)-6-ethyl-5-(8-methoxy-[1,2,4]triazolo[1,5-a]pyridin-6-yl)-1,3-dihydro-2H-benzo[d]imidazol-2-on